N(=[N+]=[N-])CCCN1CCN(CC1)C(CCS(=O)(=O)O)=O 3-(4-(3-azidopropyl)piperazin-1-yl)-3-oxopropane-1-sulfonic acid